(4-aminophenyl)-hexamethylbiphenyl NC1=CC=C(C=C1)C=1C(=C(C=CC1)C1=C(C(=C(C(=C1C)C)C)C)C)C